S(C)(=O)(=O)O.CC(CC(CO)C)NC1=C2NC=NC2=NC=N1 6-(1'-methyl-4-hydroxy-3-methylbutylamino)purine mesylate